FC(C(=O)O)(F)F.NCC(CC=1N(C(NN1)=O)CC=1SC(=CC1)C=1C=NN(C1)C(C)C)=C(F)F [2-(aminomethyl)-3,3-difluoro-allyl]-4-[[5-(1-isopropylpyrazol-4-yl)-2-thienyl]methyl]-1,2,4-triazol-3-one trifluoroacetate